[N-](S(=O)(=O)C(F)(F)F)S(=O)(=O)C(F)(F)F.C(CCC)[N+](CCCC)(CCCC)CCCC tetrabutylammonium bis(trifluoromethanesulfonyl)imide